2-[4,7,10-tris(2-amino-2-oxoethyl)-1,4,7,10-tetrazacyclododec-1-yl]acetamide tert-butyl-2-{[4-(1-methylpiperidin-4-yl)phenyl]amino}-5H,6H,7H,8H-pyrido[3,4-d]pyrimidine-7-carboxylate C(C)(C)(C)OC(=O)N1CC=2N=C(N=CC2CC1)NC1=CC=C(C=C1)C1CCN(CC1)C.NC(CN1CCN(CCN(CCN(CC1)CC(N)=O)CC(N)=O)CC(=O)N)=O